FC1=CC(=C(C=C1)C=1N=CN2C(N(CC21)C2=CC=C(C=C2)F)=O)OC 7-(4-fluoro-2-methoxyphenyl)-2-(4-fluorophenyl)-1,2-dihydro-3H-imidazo[1,5-c]imidazol-3-one